4-(1H-pyrazol-3-yl)methoxy-3-methylaniline calcium [Ca].N1N=C(C=C1)COC1=C(C=C(N)C=C1)C